CCCCCCCCCCCCCCCCCCCC(=O)N[C@@H](CO[C@H]1[C@@H]([C@H]([C@@H]([C@H](O1)CO)O[C@H]2[C@@H]([C@H]([C@H]([C@H](O2)CO)O)O[C@@]3(C[C@@H]([C@H]([C@@H](O3)[C@@H]([C@@H](CO)O)O)NC(=O)C)O)C(=O)O)O)O)O)[C@@H](/C=C/CCCCCCCCCCCCC)O The molecule is a sialotriaosylceramide consisting of beta-D-GalNAc-(1->4)-[alpha-Neu5Ac-(2->3)]-beta-D-Gal-(1->4)-beta-D-Glc attached to the primary hydroxy function of ceramide(d18:1/20:0). It has a role as a mouse metabolite. It derives from an icosanoic acid.